C(C1=CC=CC=C1)S(=O)(=O)N1CC2=CC(=C(C=C2CC1)C1=CC(=C(N1C)C)C(=O)N(C1=CC=CC=C1)C)C(=O)N1CC2=CC=CC=C2C[C@H]1CN1CCOCC1 5-[2-(benzylsulfonyl)-7-{[(3S)-3-(morpholin-4-ylmethyl)-3,4-dihydroisoquinolin-2(1H)-yl]carbonyl}-1,2,3,4-tetrahydroisoquinolin-6-yl]-N,1,2-trimethyl-N-phenyl-1H-pyrrole-3-carboxamide